2-(benzo[d]isoxazol-3-yl)-N-(1-(4-chlorophenyl)ethyl)-N-(2-(methylamino)-2-oxoethyl)acetamide O1N=C(C2=C1C=CC=C2)CC(=O)N(CC(=O)NC)C(C)C2=CC=C(C=C2)Cl